CC1=NN=C(O1)C=1C(=C2C(=NC=NN2C1)NC=1C=C2C(=NC1)NC=C2)C(C)C 6-(5-Methyl-1,3,4-oxadiazol-2-yl)-5-propan-2-yl-N-(1H-pyrrolo[2,3-b]pyridin-5-yl)pyrrolo[2,1-f][1,2,4]triazin-4-amine